N1N=C(C=C1)CC=1SC2=C(N(C=3C(N(N=CC32)CC3=CC(=C(C=C3)O)N)=O)C)N1 2-((1H-pyrazol-3-yl)methyl)-6-(3-amino-4-hydroxybenzyl)-4-methyl-4H-thiazolo[5',4':4,5]pyrrolo[2,3-d]pyridazin-5(6H)-one